Cl.N[C@@H](C(=O)OC(C)(C)C)CC1=CC=CC=C1 tert-butyl (2R)-2-amino-3-phenylpropanoate hydrochloride